methyl 2-chloro-4-((4-fluorobenzofuran-7-yl)oxy)benzoate ClC1=C(C(=O)OC)C=CC(=C1)OC1=CC=C(C=2C=COC21)F